FC1(CCN(CCC1)C1=C(N=NC(=C1)C(F)(F)F)C(=O)NC1=CC(=CC=C1)S(=O)(=N)C)F 4-(4,4-difluoroazepan-1-yl)-N-(3-(S-methylsulfonimidoyl)phenyl)-6-(trifluoromethyl)pyridazine-3-carboxamide